C(C1=CC=CC=C1)[C@@]1(O)[C@H](OCC2=CC=C(C=C2)OC)[C@@H](OCC2=CC=CC=C2)[C@@H](OCC2=CC=CC=C2)[C@H](O1)C(O)C(CCC(=O)C)=O Benzyl-2-O-p-methoxybenzyl-3,4-di-O-benzyl-6-levulinyl-alpha-D-galactopyranose